N1=C(N=CC=C1)N1C=CC2=CC=CC=C12 1-(pyrimidin-2-yl)-1H-indole